4-((3R)-3-methyl-3-hydroxypiperidinyl)-8-fluoropyrido[4,3-d]pyrimidine C[C@@]1(CN(CCC1)C=1C2=C(N=CN1)C(=CN=C2)F)O